ClC1=NC(=NC=C1C(F)(F)F)NC1CCN(CC1)C(=O)OC(C)(C)C tert-butyl 4-[[4-chloro-5-(trifluoromethyl)pyrimidin-2-yl]amino]piperidine-1-carboxylate